NC1=NC=CC(=C1Cl)SC=1N=CC(=NC1)N1CCC2([C@@H](CN(C2)C=2C=NC=CC2)N)CC1 (S)-8-(5-((2-amino-3-chloropyridin-4-yl)thio)pyrazin-2-yl)-2-(pyridin-3-yl)-2,8-diazaspiro[4.5]decan-4-amine